[N+](=O)([O-])C1=CC=C(C(=O)N/N=C/C=2C=CC3=C(C=CC(O3)=O)C2)C=C1 (E)-4-nitro-N'-((2-oxo-2H-benzopyran-6-yl)methylene)benzohydrazide